1-(2-(4-((2',4'-difluoro-4-methoxy-[1,1'-biphenyl]-3-yl)amino)-7-methoxyquinazolin-6-yl)-2,7-diazaspiro[3.5]nonan-7-yl)prop-2-en-1-one FC1=C(C=CC(=C1)F)C1=CC(=C(C=C1)OC)NC1=NC=NC2=CC(=C(C=C12)N1CC2(C1)CCN(CC2)C(C=C)=O)OC